6-Fluoro-chroman-3-amine hydrochloride Cl.FC=1C=C2CC(COC2=CC1)N